ClC/C=C/C(=O)NC1=C(C=C(C=C1)C(=O)C1=CC=C2C(=CC=CN12)C=1C=C2C=NN(C2=CC1C)C)C#N (2E)-4-chloro-N-{2-cyano-4-[8-(1,6-dimethyl-1H-indazol-5-yl)indolizine-3-carbonyl]phenyl}but-2-enamide